ClC1=CC=C(C=C1)[C@H](CCC(=O)O)N1[C@@](C2=C(C=C(C=C2C1=O)[C@@](CC)(C1CCOCC1)O)F)(OC)C1=CC=C(C=C1)Cl (4S)-4-(4-chlorophenyl)-4-[(1R)-1-(4-chlorophenyl)-7-fluoro-5-[(1R)-1-hydroxy-1-(oxan-4-yl)propyl]-1-methoxy-3-oxo-2,3-dihydro-1H-isoindol-2-yl]butanoic acid